7α-cholesterol C[C@H](CCCC(C)C)[C@H]1CC[C@@H]2[C@@]1(CC[C@H]3[C@H]2[C@@H](C=C4[C@@]3(CC[C@@H](C4)O)C)O)C